CC1=C(C=CC=C1C(F)(F)F)[C@@H](C)\N=C\1/N=C2N(C3=C1C=C(N=C3)C=3CCN(CC3)C(C)=O)CCO2 (R,Z)-1-(4-(5-((1-(2-methyl-3-(trifluoromethyl)phenyl)ethyl)imino)-8,9-di-hydro-5H-oxazolo[3,2-a]pyrido[4,3-e]pyrimidin-3-yl)-3,6-dihydropyridin-1(2H)-yl)ethan-1-one